(5-Bromo-2-methoxypyridin-3-yl)methanol BrC=1C=C(C(=NC1)OC)CO